(R)-1-(6-(4-((5-(Trifluoromethyl)pyridin-2-yl)oxy)phenyl)pyridin-2-yl)ethan-1,2-diol FC(C=1C=CC(=NC1)OC1=CC=C(C=C1)C1=CC=CC(=N1)[C@H](CO)O)(F)F